[(4-amino-3,5-dichloro-6-fluoro-2-pyridinyl)oxy]acetic acid NC1=C(C(=NC(=C1Cl)F)OCC(=O)O)Cl